N-(4-(3-methyl-1-(4-methylthiazole-5-carbonyl)-1,2,3,6-tetrahydropyridin-4-yl)-1H-pyrrolo[2,3-b]pyridin-6-yl)cyclopropylcarboxamide CC1CN(CC=C1C1=C2C(=NC(=C1)NC(=O)C1CC1)NC=C2)C(=O)C2=C(N=CS2)C